O1CCN(CC1)C1=C2N=CNC2=NC(=N1)C1=C(C=CC=C1)O 2-(6-morpholino-9H-purin-2-yl)phenol